ClC=1C=C(C=CC1)CC(C1=CC=CC=C1)OC(NC(C(=O)NC(CC1C(NCC1)=O)C(C(=O)NC1CC1)=O)CC(C)C)=O (1-((4-(cyclopropylamino)-3,4-dioxo-1-(2-oxopyrrolidin-3-yl)butan-2-yl)amino)-4-methyl-1-oxopentan-2-yl)carbamic acid 2-(3-chlorophenyl)-1-phenylethyl ester